2-(2-methylprop-1-en-1-yl)naphthalene CC(=CC1=CC2=CC=CC=C2C=C1)C